Ethyl (E)-3-(4-chloro-7-methoxy-1,8-naphthyridin-3-yl)acrylate ClC1=C(C=NC2=NC(=CC=C12)OC)/C=C/C(=O)OCC